CC=1C=C(C=CC1NC1=NNC(=C1)C1=CC=C(C=C1)OC1=CC=CC=C1)O 3-methyl-4-((5-(4-phenoxyphenyl)-1H-pyrazol-3-yl)amino)phenol